ClC1=CC=C(C=C1)C1=CN=C(S1)NC(=O)C1CN(CC1)C#N N-(5-(4-chlorophenyl)thiazol-2-yl)-1-cyanopyrrolidine-3-carboxamide